N-[3-Fluoro-4-[(6-methyl-1,5-naphthyridin-4-yl)oxy]phenyl]-1-(4-fluorophenyl)-4,6-dimethyl-2-oxopyridine-3-carboxamide FC=1C=C(C=CC1OC1=CC=NC2=CC=C(N=C12)C)NC(=O)C=1C(N(C(=CC1C)C)C1=CC=C(C=C1)F)=O